3-[(2-chloro-6-fluorophenyl)methyl]-4-(1,3-thiazol-5-ylmethyl)-4,5-dihydro-1,2,4-oxadiazol-5-one ClC1=C(C(=CC=C1)F)CC1=NOC(N1CC1=CN=CS1)=O